3-chloro-4-methoxypyridin-2-amine ClC=1C(=NC=CC1OC)N